tert-Butyl 4-(2-cyano-5-isobutyl-4-methylphenyl)piperazine-1-carboxylate C(#N)C1=C(C=C(C(=C1)C)CC(C)C)N1CCN(CC1)C(=O)OC(C)(C)C